C(C)(C)(C)C=1N(C=CN1)CC1=C(C=C(C=C1)C1=C(SC(=C1)CC(C)C)S(=O)(=O)NC(OCCO)=O)F 2-Hydroxyethyl (3-(4-((2-(tert-butyl)-1H-imidazol-1-yl)methyl)-3-fluorophenyl)-5-isobutylthiophen-2-yl)sulfonylcarbamate